FC=1C=C2C(=CC=NC2=CC1)N1CCN(CC1)C(=O)[C@@H]1CN(CC1)C(=O)OC(C)(C)C (S)-tert-butyl 3-(4-(6-fluoroquinolin-4-yl)piperazine-1-carbonyl)pyrrolidine-1-carboxylate